C(C1=CC=CC=C1)(=O)OC1=NN2C(C(=CC3=C2C(CN3)(C)C)CC3=CC=C(C=C3)F)=N1 4-(4-fluorobenzyl)-8,8-dimethyl-7,8-dihydro-6H-pyrrolo[2,3-e][1,2,4]triazolo[1,5-a]pyridin-2-yl benzoate